C(C1=CC=CC=C1)(=O)[Ge](C)(C)C benzoyltrimethylgermanium